N12C[C@H](C(CC1)CC2)OC(N[C@@H]2C(CC1=CC(=C(C=C21)F)C2=CC(=CC=C2)CC(C)C)(C)C)=O (S)-quinuclidin-3-yl((R)-6-fluoro-5-(3-isobutylphenyl)-2,2-dimethyl-2,3-dihydro-1H-inden-1-yl)carbamate